C(C1=CC=CC=C1)OCC1=C(N=NN1C)C1=CC=C(O[C@@H]2C[C@H](CCC2)C(=O)OC)C=C1 |r| (+/-)-methyl (1S,3S)-3-(4-(5-((benzyloxy)methyl)-1-methyl-1H-1,2,3-triazol-4-yl)phenoxy)cyclohexane-1-carboxylate